C1(=CC(=CC=C1)C1=NC(=NC(=N1)C=1C=C(C=CC1)C1=CC=CC=C1)C=1C=C(C=CC1)C1=CC=CC=C1)C1=CC=CC=C1 2,4,6-Tris(biphenyl-3-yl)-1,3,5-triazine